C(C1=CC=CC=C1)C(CCN)N (E)-benzyl-1,3-propanediamine